deazathymidine [C@@H]1(C[C@H](O)[C@@H](CO)O1)C1C(=O)NC(=O)C(C)=C1